4-(3-carboxy-2,5-dihydroxybenzoylamino)picolinic acid C(=O)(O)C=1C(=C(C(=O)NC2=CC(=NC=C2)C(=O)O)C=C(C1)O)O